3-(4-chlorophenyl)-5-trifluoromethyl-1,3,4-oxadiazole ClC1=CC=C(C=C1)N1COC(=N1)C(F)(F)F